1-((3s,5s,7s)-adamantan-1-yl)-3-((5-(4-chlorophenyl)-1-(2,4-dichlorophenyl)-4-methyl-1H-pyrazol-3-yl)methyl)urea C12(CC3CC(CC(C1)C3)C2)NC(=O)NCC2=NN(C(=C2C)C2=CC=C(C=C2)Cl)C2=C(C=C(C=C2)Cl)Cl